6-(cyclopropanecarboxamido)-4-((8-fluoro-6-(pyrrolidin-1-yl)-[1,2,4]triazolo[1,5-a]Pyridin-2-yl)amino)-N-methylpyridazine-3-carboxamide C1(CC1)C(=O)NC1=CC(=C(N=N1)C(=O)NC)NC1=NN2C(C(=CC(=C2)N2CCCC2)F)=N1